N[C@@H](C(=O)N1[C@@H](CC1)C(=O)NCC=1C=C2C=CN=C(C2=CC1)NC(OCC1=CC=CC=C1)=O)C1CCCCC1 Benzyl (6-(((S)-1-((R)-2-amino-2-cyclohexylacetyl)azetidine-2-carboxamido) methyl)isoquinolin-1-yl)carbamate